FC=1C(=CC2=C(N(C(=N2)C2=CC=C(C=C2)S(=O)(=O)C)C)C1)C1C[C@@H](N(CC1)C1CCNCC1)CCOC 6-fluoro-5-(r-(2-methoxyethyl)-[1,4'-bipiperidin]-4-yl)-1-methyl-2-(4-(methylsulfonyl)phenyl)-1H-benzo[d]imidazole